(S)-3-(2-chloropyridin-4-yl)-1-(1-(6,7-difluoro-1-oxo-1,2-dihydroisoquinolin-4-yl)ethyl)-1-methylurea ClC1=NC=CC(=C1)NC(N(C)[C@@H](C)C1=CNC(C2=CC(=C(C=C12)F)F)=O)=O